6-(Diphenylphosphoryl)Chrysene C1(=CC=CC=C1)P(=O)(C1=CC=CC=C1)C=1C=C2C=3C=CC=CC3C=CC2=C2C=CC=CC12